Cl.C(C)O (ethan-1-ol) hydrochloride